BrC=1C=C(C=C(C1)/C=N/C(C(C)C)O)O (E)-3-bromo-5-((1-hydroxy-2-methylpropylimino)methyl)phenol